(2S,3S)-2-(((allyloxy)carbonyl)amino)-3-(tert-butoxy)butanoic acid C(C=C)OC(=O)N[C@H](C(=O)O)[C@H](C)OC(C)(C)C